CN1C(N(CC1)C)=O N',N-dimethylimidazolidinone